ClC=1C=C(C=CC1)/C=C/C(=O)NCC(=O)N1CCN(CC1)S(=O)(=O)C (E)-3-(3-chlorophenyl)-N-(2-(4-(methylsulfonyl)piperazin-1-yl)-2-oxoethyl)acrylamide